2-[(E)-2-(aminomethyl)-3-fluoro-allyl]-4-[6-[2-(3-methylimidazol-4-yl)ethynyl]-2-pyridyl]-1,2,4-triazol-3-one NC/C(/CN1N=CN(C1=O)C1=NC(=CC=C1)C#CC=1N(C=NC1)C)=C\F